C(C)(C)(C)OC(=O)N(CCCNC(OC(C)(C)C)=O)CCCCN(C(CCC(=O)O)=O)CCCNC(=O)OC(C)(C)C 9-(tert-Butoxycarbonyl)-14-(3-((tert-Butoxycarbonyl)amino)propyl)-2,2-dimethyl-4,15-dioxo-3-oxa-5,9,14-triazaoctadecan-18-oic acid